FC=1C=C(C=C(C1)F)CC(=O)NN1C(=NC2=CC(=CC=C2C1=O)F)N(C)C 2-(3,5-Difluoro-phenyl)-N-(2-dimethylamino-7-fluoro-4-oxo-4H-quinazolin-3-yl)-acetamide